C(C)(C)(C)OC(=O)N1C(CCCC1)NC1=C2C=C(N(C2=CC=C1)CC(F)(F)F)C#CCNC1=CC=C(C2=C1OCC21CC1)C(NC)=O (2-(3-((4-(methylcarbamoyl)-2H-spiro[benzofuran-3,1'-cyclopropane]-7-yl)amino)prop-1-yn-1-yl)-1-(2,2,2-trifluoroethyl)-1H-indol-4-yl)aminopiperidine-1-carboxylic acid tert-butyl ester